N-(2-aminopropyl)-3-aminopropyl-silanetriol NC(CNCCC[Si](O)(O)O)C